1H-indazole-5-sulfonamide N1N=CC2=CC(=CC=C12)S(=O)(=O)N